2,2-difluoro-2-(3-(2-(piperidin-1-yl)ethoxy)phenyl)acetic acid FC(C(=O)O)(C1=CC(=CC=C1)OCCN1CCCCC1)F